2-(6-chloropyridazin-4-yl)propan-2-ol ClC1=CC(=CN=N1)C(C)(C)O